C(CCCCCCC)NC1=CC=NC=C1 N-octylpyridin-4-amine